The molecule is an epoxide which is a carboxamide obtained by the formal condensation of one of the carboxy groups of oxirane-2,3-dicarboxylic acid with N-{4-[(3-aminopropyl)amino]butyl}-L-tyrosinamide. It is a natural product, isolated from Gliocladium sp. F-2665. TMC-52B acts as an inhibitor of cysteine proteinases, particularly cathepsin B (EC 3.4.22.1), cathepsin L (EC 3.4.22.15), and papain (EC 3.4.22.2); IC50 values are 200 nM, 10 nM, and 7 nM, respectively. The epoxide group has trans configuration but its exact stereochemistry is uncertain: it is either (2R,3R) or (2S,3S). It has a role as a metabolite, an antimicrobial agent, a cathepsin B inhibitor, a cathepsin L (EC 3.4.22.15) inhibitor and an EC 3.4.22.2 (papain) inhibitor. It is an epoxide, a monocarboxylic acid, a member of phenols, a primary amino compound and a secondary amino compound. C1=CC(=CC=C1C[C@@H](C(=O)NCCCCNCCCN)NC(=O)C2C(O2)C(=O)O)O